1-(3-(dimethylamino)azetidin-1-yl)-3-(1-isopropyl-1H-imidazol-2-yl)propan-1-one CN(C1CN(C1)C(CCC=1N(C=CN1)C(C)C)=O)C